N-(3-(imidazo[4,5-d]pyrrolo[2,3-b]pyridin-1(6H)-yl)bicyclo[1.1.1]pentan-1-yl)propane-1-sulfonamide N1(C=NC=2C1=C1C(=NC2)NC=C1)C12CC(C1)(C2)NS(=O)(=O)CCC